COC=1C=C2C(=NC=NC2=CC1OC)C1=NC(=NN1C1=CC=CC=C1)C 6,7-Dimethoxy-4-(3-methyl-1-phenyl-1H-1,2,4-triazol-5-yl)quinazoline